ClC1=C2C(=CN=C(C2=CC=N1)NCC1=C(C=CC2=C1CCO2)F)C2=CC(=NN2C)C 5-chloro-4-(1,3-dimethyl-1H-pyrazol-5-yl)-N-((5-fluoro-2,3-dihydrobenzofuran-4-yl)methyl)-2,6-naphthyridin-1-amine